N-(3-chloro-4-(4-(4-hydroxypiperidine-4-carbonyl)piperazine-1-carbonyl)phenyl)-5-(4-(cyanomethoxy)-2,3-difluorophenyl)-1-methyl-1H-imidazole-2-carboxamide 2,2,2-trifluoroacetate FC(C(=O)O)(F)F.ClC=1C=C(C=CC1C(=O)N1CCN(CC1)C(=O)C1(CCNCC1)O)NC(=O)C=1N(C(=CN1)C1=C(C(=C(C=C1)OCC#N)F)F)C